CS(=O)C1=NC(=CC(=N1)N1C(C=CC=C1)=O)C(F)(F)F (2-(methylsulfinyl)-6-(trifluoromethyl)pyrimidin-4-yl)pyridin-2(1H)-one